2-(phenoxymethyl)thietane O(C1=CC=CC=C1)CC1SCC1